C1(=CC=CC=C1)C#CC1=C(C=CC(=C1)Br)C1=C(C=C(C=C1)Br)C1=CC=CC=C1 2,2'-diphenylethynyl-4,4'-dibromobiphenyl